3-[[(1R)-1-(3,6-Dimethyl-4-oxo-2-phenyl-chromen-8-yl)ethyl]amino]-N-[[(3S)-tetrahydrofuran-3-yl]methyl]pyridine-2-carboxamide CC1=C(OC2=C(C=C(C=C2C1=O)C)[C@@H](C)NC=1C(=NC=CC1)C(=O)NC[C@H]1COCC1)C1=CC=CC=C1